methyl 2-(3-bromophenyl)-2-cyclobutylpropanoate BrC=1C=C(C=CC1)C(C(=O)OC)(C)C1CCC1